N-(cyanomethyl)-4-(2,3-dihydro-2-oxo-1H-imidazo[4,5-b]pyridin-7-yl)-1H-pyrazole-1-carboxamide C(#N)CNC(=O)N1N=CC(=C1)C1=C2C(=NC=C1)NC(N2)=O